racemic-4-[(1-cyclopropyl-2-hydroxy-ethyl)amino]-2-[(4-fluoro-4-methylpentyl)amino]pyrimidine-5-carboxamide C1(CC1)[C@H](CO)NC1=NC(=NC=C1C(=O)N)NCCCC(C)(C)F |r|